4-(3-Isopropyl-5-(piperidin-4-ylmethyl)-1H-indol-2-yl)-1H-pyrazolo[3,4-b]pyridin C(C)(C)C1=C(NC2=CC=C(C=C12)CC1CCNCC1)C1=C2C(=NC=C1)NN=C2